(3aR,5s,6aS)-N-(6-(2-fluoro-5-isopropylphenyl)-4-(trifluoromethyl)pyridazin-3-yl)-2-((tetrahydro-2H-pyran-4-yl)methyl)octahydro-cyclopenta[c]pyrrol-5-amine FC1=C(C=C(C=C1)C(C)C)C1=CC(=C(N=N1)NC1C[C@@H]2[C@@H](CN(C2)CC2CCOCC2)C1)C(F)(F)F